C(C1=CC=CC=C1)OC=1C=C(C=CC1)C(=C)C1=CC=2NC3=CC=CC=C3SC2C=C1 2-(1-(3-(benzyloxy)phenyl)vinyl)-10H-phenothiazine